2-(5-fluoro-3-pyridyl)-N-[2-(1H-indol-3-yl)ethyl]-8-isopropyl-6,7-dihydropyrimido[5,4-b][1,4]oxazin-4-amine FC=1C=C(C=NC1)C=1N=C(C=2OCCN(C2N1)C(C)C)NCCC1=CNC2=CC=CC=C12